(E)-((2,6-diisopropylphenyl)(2-methyl-3-(octylimino)butan-2-yl)amino)hafnium C(C)(C)C1=C(C(=CC=C1)C(C)C)N(C(C)(/C(/C)=N/CCCCCCCC)C)[Hf]